TRANS-(P)-7-FLUORO-N-(ISOXAZOL-3-YL)-1-(2-METHOXY-4-(2-(TRIFLUOROMETHYL)CYCLOPROPYL)PHENYL)-2-OXO-1,2-DIHYDROQUINOLINE-6-SULFONAMIDE FC1=C(C=C2C=CC(N(C2=C1)C1=C(C=C(C=C1)[C@H]1[C@@H](C1)C(F)(F)F)OC)=O)S(=O)(=O)NC1=NOC=C1